2-(2-bromo-3-pyridinyl)-6-methoxy-N-(4-methylphenyl)-5-(trifluoromethyl)-4-pyrimidinamine BrC1=NC=CC=C1C1=NC(=C(C(=N1)NC1=CC=C(C=C1)C)C(F)(F)F)OC